N(=[N+]=[N-])CCOCCBr 1-azido-2-(2-bromoethoxy)ethane